9-((tert-butyldiphenylsilyl)oxy)heptadecanedioic acid [Si](C1=CC=CC=C1)(C1=CC=CC=C1)(C(C)(C)C)OC(CCCCCCCC(=O)O)CCCCCCCC(=O)O